FC1(C(CC2(OCCO2)CC1)C1=CC=NC=C1)F 4-(8,8-difluoro-1,4-dioxaspiro[4.5]decan-7-yl)pyridine